1-(2-((2S)-5-fluoro-2-((6-methylpyridin-2-yl)carbamoyl)azepan-1-yl)-2-oxoethyl)-5-(6-methoxypyridin-3-yl)-1H-indole-3-carboxamide FC1CC[C@H](N(CC1)C(CN1C=C(C2=CC(=CC=C12)C=1C=NC(=CC1)OC)C(=O)N)=O)C(NC1=NC(=CC=C1)C)=O